3-(phenethyl-1,3-dioxolan-4-yl)-1-phenylbutan-1-one C(CC1=CC=CC=C1)C1OCC(O1)C(CC(=O)C1=CC=CC=C1)C